O[C@H]1[C@@H](O[C@@H]([C@H]1O)CO)N1C(N2C(=CN=C2C=C1)CC(CCCCC)=O)=O 5-[(2R,3R,4S,5R)-3,4-Dihydroxy-5-(hydroxymethyl)tetrahydrofur-2-yl]-3-(2-oxoheptyl)-1,3a,5-triaza-5H-inden-4-one